N(=[N+]=[N-])C(C)(C)C1=C2C=C(N=CC2=C(N=C1)O[C@@H]1C[C@@H](C1)S(=O)(=O)C)NC1=CC=C2C(=N1)[C@H](C(OC2=O)(C)C)C (R)-2-((5-(2-Azidopropan-2-yl)-8-(cis-3-(methylsulfonyl)cyclobutoxy)-2,7-naphthyridin-3-yl)amino)-7,7,8-trimethyl-7,8-dihydro-5H-pyrano[4,3-b]pyridin-5-one